FC(CF)C=1C=C(OCCN2CCC3(CC2)C(NC2=CC=C(C=C23)C#N)=O)C=CC1S(=O)(=O)C 1'-{2-[3-(1,2-difluoroethyl)-4-methanesulfonylphenoxy]ethyl}-2-oxo-1,2-dihydrospiro[indole-3,4'-piperidine]-5-carbonitrile